FC=1C=2N(C=C(C1)NC(=O)C1=CC=C(C3=CN(N=C13)C)N1C[C@@H](CC1)N(S(=O)(=O)C1=CC=C(C=C1)[N+](=O)[O-])CC=C)C=C(N2)C N-{8-fluoro-2-methylimidazo[1,2-a]pyridin-6-yl}-2-methyl-4-[(3R)-3-[N-(prop-2-en-1-yl)4-nitrobenzenesulfonamido]pyrrolidin-1-yl]indazole-7-carboxamide